1-(2-Fluoro-ethyl)-2-(6-trifluoromethoxy-benzothiazol-2-ylamino)-1H-benzo-imidazole-5-carboxylic acid (2-ethoxy-ethyl)-amide C(C)OCCNC(=O)C1=CC2=C(N(C(=N2)NC=2SC3=C(N2)C=CC(=C3)OC(F)(F)F)CCF)C=C1